CC1=CC=CC=2CCCCC12 methyl-5,6,7,8-tetrahydronaphthalene